ClC1=C(OCC(=O)N2CC3=C(CC2)SC(=C3)C3=NOC(=N3)C(F)(F)F)C=CC=C1 2-(2-chlorophenoxy)-1-(2-(5-(trifluoromethyl)-1,2,4-oxadiazol-3-yl)-6,7-dihydrothieno[3,2-c]pyridin-5(4H)-yl)ethan-1-one